5-cyclohexyl-2,5,6,7-tetrahydro-3H-pyrrolo[2,1-c][1,2,4]triazol-3-one C1(CCCCC1)C1CCC2=NNC(N21)=O